BrC=1C(=C(C=CC1)CC(=O)OC)O methyl 2-(3-bromo-2-hydroxyphenyl)acetate